C(C)(CCCCC)S sec-heptyl thiol